Methyl 2-[2-[2-[2-[(6-bromo-2-pyridyl)oxymethyl]-5-cyano-phenyl]ethoxymethyl]-4-(4,4,5,5-tetramethyl-1,3,2-dioxaborolan-2-yl)phenyl]acetate BrC1=CC=CC(=N1)OCC1=C(C=C(C=C1)C#N)CCOCC1=C(C=CC(=C1)B1OC(C(O1)(C)C)(C)C)CC(=O)OC